C(CC)P(OOC)([O-])=O methoxy propyl-phosphonate